OC1=C(C=CC(=C1C)O)C=1C(CC(NN1)=O)C 6-(2,4-dihydroxy-3-methylphenyl)-5-methyl-4,5-dihydro-2H-pyridazin-3-one